9,9'-(5-(4,6-diphenyl-1,3,5-triazin-2-yl)-1,3-phenylene)bis(3,6-di-m-tolyl-9H-carbazole) C1(=CC=CC=C1)C1=NC(=NC(=N1)C1=CC=CC=C1)C=1C=C(C=C(C1)N1C2=CC=C(C=C2C=2C=C(C=CC12)C=1C=C(C=CC1)C)C=1C=C(C=CC1)C)N1C2=CC=C(C=C2C=2C=C(C=CC12)C=1C=C(C=CC1)C)C=1C=C(C=CC1)C